2-(3'-tert-butyl-5'-hydroxy-2'-octyloxycarbonylethyl)benzotriazole C(C)(C)(C)C(CCOC(=O)CCN1N=C2C(=N1)C=CC=C2)CC(CCC)O